ethyl 2-[4-(5-fluoro-1-methylindazol-6-yl)-1,3-benzodiazol-1-yl]acetate FC=1C=C2C=NN(C2=CC1C1=CC=CC=2N(C=NC21)CC(=O)OCC)C